FC1=CC=C(C=C1)[C@@H](C1CCN(CC1)C(=O)C=1C=CC2=C(NC(CO2)=O)C1)C1=NC(=CC=C1)F |o1:7| 6-[4-[(R or S)-(4-fluorophenyl)-(6-fluoro-2-pyridyl)methyl]piperidine-1-carbonyl]-4H-1,4-benzoxazin-3-one